C(C)N1C=2C=NC(=NC2N(C2(C1=O)CC2)CC)NCC=2C=NN(C2)CC2=CC=C(C=C2)F 5',8'-diethyl-2'-(((1-(4-fluorobenzyl)-1H-pyrazol-4-yl)methyl)amino)-5',8'-dihydro-6'H-spiro[cyclopropane-1,7'-pteridine]-6'-one